N-(4-(6-methoxy-7-(3-((1R,4R)-5-methyl-2,5-diazabicyclo[2.2.1]heptane-2-yl)propoxy)quinazolin-4-yl)phenyl)-2-(4-(trifluoromethyl)phenyl)acetamide COC=1C=C2C(=NC=NC2=CC1OCCCN1[C@H]2CN([C@@H](C1)C2)C)C2=CC=C(C=C2)NC(CC2=CC=C(C=C2)C(F)(F)F)=O